2-({6-[(1,3-benzothiazol-2-yl)amino]-5-(methoxymethyl)-4-methylpyridazin-3-yl}amino)-1,3-thiazole-4-carboxylic acid S1C(=NC2=C1C=CC=C2)NC2=C(C(=C(N=N2)NC=2SC=C(N2)C(=O)O)C)COC